NCC(O)C1=CC=C(C(C(=O)O)=C1)O 5-(2-amino-1-hydroxyethyl)salicylic acid